Cl.Cl.ClC1=CC=C(C=C1)C=1N=C2N(C=CC=C2)C1CN1C2CNCC1CC2 2-(4-Chlorophenyl)-3-(3,8-diazabicyclo[3.2.1]oct-8-ylmethyl)imidazo[1,2-a]pyridin-Dihydrochlorid